C(CCCCC)OCCOCCO DIETHYLENE GLYCOL HEXYL ETHER